FC1=C(C(=CC=C1)F)CC1=NN2C(=NC(=C(C2=N1)C1=CC(=NC(=C1)C)C)C=1OC=CN1)N 2-[(2,6-difluorophenyl)methyl]-8-(2,6-dimethylpyridin-4-yl)-7-(1,3-oxazol-2-yl)-[1,2,4]triazolo[1,5-c]pyrimidin-5-amine